C1(CC1)C1=C(C(=NO1)C1=C(C=CC=C1Cl)Cl)COC1CCN(CC1)C1=NN(C(=C1)C(=O)N)C 3-(4-((5-cyclopropyl-3-(2,6-dichlorophenyl)isoxazol-4-yl)methoxy)piperidin-1-yl)-1-methyl-1H-pyrazole-5-carboxamide